5-(2-((3-Phenoxyphenyl)amino)pyridin-4-yl)-1H-indazol-3-amine O(C1=CC=CC=C1)C=1C=C(C=CC1)NC1=NC=CC(=C1)C=1C=C2C(=NNC2=CC1)N